5-(piperidin-4-yl)-1H-indol-7-amine N1CCC(CC1)C=1C=C2C=CNC2=C(C1)N